(5-chloroquinolin-6-yl)(3-(3,5-difluorophenyl)-2,7-dimethyl-2,4,5,7-tetrahydro-6H-pyrazolo[3,4-c]pyridin-6-yl)methanone ClC1=C2C=CC=NC2=CC=C1C(=O)N1C(C=2C(CC1)=C(N(N2)C)C2=CC(=CC(=C2)F)F)C